C(#N)C1=CC=C(OCC(=O)O)C=C1 2-(4-cyanophenoxy)acetic acid